COC1=C(C=CC(=C1)C)C1=NN=C(C=2C3CCC(C12)CC3)N[C@H]3CN(CCC3)C (R)-4-(2-methoxy-4-methylphenyl)-N-(1-methylpiperidin-3-yl)-5,6,7,8-tetrahydro-5,8-ethanophthalazin-1-amine